FC(C1=C(CN2N=C(C3=CC=CC=C23)NC(=O)C2=COC=C2)C=CC=C1)(F)F N-(1-(2-(trifluoromethyl)benzyl)-1H-indazol-3-yl)furan-3-carboxamide